N-trifluoromethylsulfonyl-trifluoroacetamide tert-Butyl-((4-bromo-5-chloro-6-fluoro-3-methylene-2-phenyl-2,3-dihydrobenzofuran-2-yl)methyl)carbamate C(C)(C)(C)N(C(O)=O)CC1(OC2=C(C1=C)C(=C(C(=C2)F)Cl)Br)C2=CC=CC=C2.FC(S(=O)(=O)NC(C(F)(F)F)=O)(F)F